2-((2,6-dichloro-5-methoxypyrimidin-4-yl)(methyl)amino)ethan-1-ol ClC1=NC(=C(C(=N1)N(CCO)C)OC)Cl